N-(P(S)-(phenoxy)(pentafluorophenoxy)phosphino)-L-alanine isopropyl ester C(C)(C)OC([C@@H](N[P@@](OC1=CC=CC=C1)OC1=C(C(=C(C(=C1F)F)F)F)F)C)=O